S1C(C=CC=C1)C#N Thiopyrannitrile